O=C1NC(CCC1C1=CC=C(C=C1)N1CCN(CC1)C1=CC=C(C=C1)NC(OC(C)(C)C)=O)=O tert-butyl N-[4-[4-[4-(2,6-dioxo-3-piperidyl)phenyl]piperazin-1-yl] phenyl]carbamate